N2-(2-(1-(Cyclopropylsulfonyl)-1H-pyrazol-4-yl)pyrimidin-4-yl)-M-isopropyl-5-((1-methyl-1H-pyrazol-4-yl)ethynyl)pyridine-2,4-diamine C1(CC1)S(=O)(=O)N1N=CC(=C1)C1=NC=CC(=N1)NC1=NC=C(C(=C1C(C)C)N)C#CC=1C=NN(C1)C